C(OC1=CC=C(C=C1)OC1=CC=CC=C1)(OC1=CC=C(C=C1)OC1=CC=CC=C1)=O di(4-phenoxyphenyl) carbonate